BrC1=CC=C(C=C1)P(OCC)(=O)C ethyl (4-bromophenyl)(methyl)phosphinate